[N+](=O)([O-])[O-].[Na+] sodium nitrate salt